FC=1C=C2C=C(C(=NC2=CC1C(C)(C#C)C)OC)C(=O)O 6-fluoro-2-methoxy-7-(2-methylbut-3-yn-2-yl)quinoline-3-carboxylic acid